BrC1=CC(=C(C=C1F)N1C[C@@H](CC1)N(C)CC)[N+](=O)[O-] (R)-1-(4-bromo-5-fluoro-2-nitrophenyl)-N-ethyl-N-methylpyrrolidin-3-amine